5-(((6-chloropyridazin-3-yl)oxy)methyl)-1-(4-(difluoromethyl)phenyl)-1H-1,2,3-triazole-4-Formaldehyde ClC1=CC=C(N=N1)OCC1=C(N=NN1C1=CC=C(C=C1)C(F)F)C=O